Methyl 5-(3-cyclopropoxyphenyl)-1-(1H-indazol-7-yl)-1H-pyrazole-3-carboxylate C1(CC1)OC=1C=C(C=CC1)C1=CC(=NN1C=1C=CC=C2C=NNC12)C(=O)OC